C1(CC1)OC[C@]12CN(C[C@H](CC1)N2)C(=O)OCC2=CC=CC=C2 benzyl (1R,5S)-1-(cyclopropoxymethyl)-3,8-diazabicyclo[3.2.1]octane-3-carboxylate